5-(4-(((2S,6S)-6-cyclopropyl-1,4-dioxan-2-yl)methoxy)phenyl)-2-oxo-6-(trifluoromethyl)-1,2-dihydropyridin-3-carboxamide C1(CC1)[C@H]1COC[C@H](O1)COC1=CC=C(C=C1)C=1C=C(C(NC1C(F)(F)F)=O)C(=O)N